(2S,3S,4S,5S,6R)-2-((S)-2-acetoxy-1-fluoroethyl)-6-hydroxytetrahydro-2H-pyran-3,4,5-triyl triacetate C(C)(=O)O[C@@H]1[C@H](O[C@H]([C@H]([C@H]1OC(C)=O)OC(C)=O)O)[C@H](COC(C)=O)F